ClC1=NC=C(C(=O)NC=2C(=NC=CC2C2=C(C=CC(=C2)F)F)C2CCC(CC2)(F)F)C=C1 6-chloro-N-(2-(4,4-difluorocyclohexyl)-4-(2,5-difluorophenyl)pyridin-3-yl)nicotinamide